N-(2-(cyclohex-1-en-1-yl)ethyl)picolinamide bis-(2',2',6',6-tetramethyl-4-piperidyl)-sebacate CC1(NC(CC(C1)OC(CCCCCCCCC(=O)OC1CC(NC(C1)(C)C)(C)C)=O)(C)C)C.C1(=CCCCC1)CCNC(C1=NC=CC=C1)=O